N-dimethylaminohexyl-ethyl-dimethyl-ammonium CN(C)CCCCCC[N+](C)(C)CC